4-amino-1-methyl-N-(1-oxo-3,4-dihydroisoquinolin-2-yl)-N-[[5-(trifluoromethyl)-2-pyridyl]methyl]pyrazolo[4,3-c]quinoline-8-carboxamide NC1=NC=2C=CC(=CC2C2=C1C=NN2C)C(=O)N(CC2=NC=C(C=C2)C(F)(F)F)N2C(C1=CC=CC=C1CC2)=O